1-(2-tert-butyl-oxazol-4-yl)ethanone gadolinium 2,2',2''-{10-[1-carboxy-3-(4-propoxyphenyl)propyl]-1,4,7,10-tetraazacyclododecane-1,4,7-triyl}triacetate C(=O)(O)C(CCC1=CC=C(C=C1)OCCC)N1CCN(CCN(CCN(CC1)CC(=O)[O-])CC(=O)[O-])CC(=O)[O-].[Gd+3].C(C)(C)(C)C=1OC=C(N1)C(C)=O